C1(=C(C=CC=C1)C1=C(C2=CC=CC=C2C=2C=CC=CC12)C(=O)OC)C Methyl 10-(o-tolyl)phenanthrene-9-carboxylate